[Pt](Cl)Cl.N1=C(C=CC=C1)C1=NC=CC=C1C1=NC=CC=C1.[Cl] chlorine (terpyridine) platinum (II) chloride